C(C1=CC=CC=C1)S(=O)(=O)N1CC2(CCC2)CC1C 6-(Benzylsulfonyl)-7-methyl-6-azaspiro[3.4]octane